CN(CCC1=CNC2=CC=CC(=C12)OC(CCOCCC(=O)O)=O)C 3-(3-((3-(2-(dimethylamino)ethyl)-1H-indol-4-yl)oxy)-3-oxopropoxy)propanoic acid